ClC1=C(C=CC=C1)C1=N[C@@H](C=2N(C3=C1C=C(C=C3)C#C)C=NC2C2=NC(=NO2)C)C (R)-5-(6-(2-chlorophenyl)-8-ethynyl-4-methyl-4H-benzo[f]imidazo[1,5-a][1,4]diazepin-3-yl)-3-methyl-1,2,4-oxadiazole